3-(isoxazol-5-yl)-5'-methyl-4-pentyl-1',2',3',4'-tetrahydro-[1,1'-biphenyl]-2,6-diol O1N=CC=C1C1=C(C(=C(C=C1CCCCC)O)C1CCCC(=C1)C)O